6-((16-((6-Carboxypyridin-2-yl)(4-((2-(2-(2-isothiocyanatoethoxy)ethoxy)ethyl)carbamoyl)phenyl)methyl)-1,4,10,13-tetraoxa-7,16-diazacyclooctadecan-7-yl)methyl)picolinic acid C(=O)(O)C1=CC=CC(=N1)C(N1CCOCCOCCN(CCOCCOCC1)CC1=CC=CC(=N1)C(=O)O)C1=CC=C(C=C1)C(NCCOCCOCCN=C=S)=O